2-[4-[[(5-phenyl-2-thienyl)sulfonylamino]methyl]triazol-1-yl]propanehydroxamic acid C1(=CC=CC=C1)C1=CC=C(S1)S(=O)(=O)NCC=1N=NN(C1)C(C(=O)NO)C